N1C[C@H](CCC1)N1C=CC2=C(C=CC=C12)N1C(NC(CC1)=O)=O (S)-1-(1-(piperidin-3-yl)-1H-indol-4-yl)dihydropyrimidine-2,4(1H,3H)-dione